4-(3-(4-fluorophenyl)-1-methyl-1H-pyrazol-4-yl)furo[3,4-b]pyridine FC1=CC=C(C=C1)C1=NN(C=C1C=1C=2C(N=CC1)=COC2)C